water aluminum salt [Al].O